4,6,6-trimethylbicyclo[3.1.1]hept-3-ene CC1=CCC2C(C1C2)(C)C